N-{3-[5-(dimethylamino)-2H-pyrazolo[3,4-b]pyridin-2-yl]-4-fluorophenyl}-3,3-difluoroazetidine-1-carboxamide CN(C1=CC=2C(N=C1)=NN(C2)C=2C=C(C=CC2F)NC(=O)N2CC(C2)(F)F)C